CN1C(=NC2=C1C=CC=C2)C2=CC=NC=C2 1-Methyl-2-(pyridin-4-yl)-1H-benzimidazole